ClC1=C(C(=C(CC(C(=O)N)(C)C)C=C1)F)C=1NC(C=C(N1)C=1C=NC(=CC1)OCC(F)(F)F)=O (4-chloro-2-fluoro-3-{6-oxo-4-[6-(2,2,2-trifluoroethoxy)pyridin-3-yl]-1,6-dihydropyrimidin-2-yl}benzyl)isobutyramide